N-(5-((2-(2,2-dimethylpyrrolidin-1-yl)ethyl)carbamoyl)-2-methylpyridin-3-yl)-2-(1H-pyrazolo[3,4-b]pyridin-1-yl)pyrazolo[5,1-b]thiazole-7-carboxamide CC1(N(CCC1)CCNC(=O)C=1C=C(C(=NC1)C)NC(=O)C=1C=NN2C1SC(=C2)N2N=CC=1C2=NC=CC1)C